(R)-1,1,1-trifluoro-2-((S)-9-(4-(2-hydroxypropan-2-yl)-2-oxabicyclo[2.2.2]octane-1-yl)-5-methyl-5,6-dihydroimidazo[1,5-a]pyrazolo[5,1-c]pyrazin-3-yl)propan-2-ol FC([C@](C)(O)C1=NC=C2N1[C@H](CN1C2=CC(=N1)C12OCC(CC1)(CC2)C(C)(C)O)C)(F)F